C(C1=CC=CC=C1)(C1=CC=CC=C1)N1C[C@H](NCC1)C (R)-1-benzhydryl-3-methylpiperazine